5,7-Dichloro-2-(pyridin-4-yl)[1,2,4]triazolo[1,5-c]quinazoline ClC1=NC=2C(=CC=CC2C=2N1N=C(N2)C2=CC=NC=C2)Cl